COC1=C2N=CN(C2=NC=N1)C(CCO)CCCCCCCCCC 3-(6-Methoxy-9H-purin-9-yl)tridecan-1-ol